ethyl 2-((4-fluoro-2-isopropyl-6-(2-methoxypyridin-4-yl) phenyl) amino)-5-(isoxazol-3-yl)-4,5-dihydro-oxazole-5-carboxylate FC1=CC(=C(C(=C1)C1=CC(=NC=C1)OC)NC=1OC(CN1)(C(=O)OCC)C1=NOC=C1)C(C)C